bis-(2,6-dichlorobenzoyl)-4-chlorophenylphosphine oxide ClC1=C(C(=O)P(C2=CC=C(C=C2)Cl)(C(C2=C(C=CC=C2Cl)Cl)=O)=O)C(=CC=C1)Cl